C(C)(C)(C)OC(=O)NCCS 2-(tert-butoxycarbonyl-Amino)ethanethiol